1-[(3R)-3-(3-Methyl-3,4-dihydro-1,5,6,8-tetraazaacenaphthylen-5(1H)-yl)piperidin-1-yl]prop-2-en-1-one CC1C2=CNC=3N=CN=C(N(C1)[C@H]1CN(CCC1)C(C=C)=O)C32